2,6-diphenyl-1,3,5-triazine C1(=CC=CC=C1)C1=NC(=NC=N1)C1=CC=CC=C1